O1C(OCC1)C=1C(=C(C=CC1)C(CO)(F)F)F 2-[3-(1,3-dioxolan-2-yl)-2-fluorophenyl]-2,2-difluoroethan-1-ol